4-phenylethynylphthalic anhydride C1(=CC=CC=C1)C#CC=1C=C2C(C(=O)OC2=O)=CC1